methyl 2-amino-2-methylbutanoate hydrochloride Cl.NC(C(=O)OC)(CC)C